N1N=CC(=C1)C1=CC=C(C=C1)NC1=NC(=NC=C1)C1=CC=C2C(=C(NC2=C1)C(=O)N(C)C)Cl 6-(4-((4-(1H-pyrazol-4-yl)phenyl)amino)pyrimidin-2-yl)-3-chloro-N,N-dimethyl-1H-indole-2-carboxamide